6-Fluoro-2,2-dimethyl-5-((R)-oxiran-2-yl)tetrahydrofuro[2,3-d][1,3]dioxole FC1C(OC2OC(OC21)(C)C)[C@@H]2OC2